C6-chloro-1-methyl-1H-pyrrolo[2,3-b]pyridine-4-carbaldehyde ClC=1C=C(C2=C(N1)N(C=C2)C)C=O